N-(2-amino-8-(4,4-difluoropiperidin-1-yl)-1,7-naphthyridin-6-yl)-4-(2-hydroxyethylsulfonamido)-2-(6-azaspiro[2.5]octan-6-yl)benzamide NC1=NC2=C(N=C(C=C2C=C1)NC(C1=C(C=C(C=C1)NS(=O)(=O)CCO)N1CCC2(CC2)CC1)=O)N1CCC(CC1)(F)F